(11bR)-2,6-Bis(2,2'',4,4'',6,6''-hexamethyl-[1,1':3',1''-terphenyl]-5'-yl)-4-hydroxy-8,9,10,11,12,13,14,15-octahydrodinaphtho[2,1-d:1',2'-f][1,3,2]dioxaphosphepine 4-Oxide CC1=C(C(=CC(=C1)C)C)C1=CC(=CC(=C1)C1=CC=2CCCCC2C2=C1OP(OC1=C2C=2CCCCC2C=C1C=1C=C(C=C(C1)C1=C(C=C(C=C1C)C)C)C1=C(C=C(C=C1C)C)C)(O)=O)C1=C(C=C(C=C1C)C)C